[1-[(2-Chlorophenyl)methyl]-5-(1-methyl-1H-pyrazol-4-yl)-1H-pyrazol-3-yl]methanol ClC1=C(C=CC=C1)CN1N=C(C=C1C=1C=NN(C1)C)CO